(5-(2,6-difluoro-4-(pyrrolidin-1-ylmethyl)phenyl)-1H-pyrazolo[3,4-c]pyridin-3-yl)-4-(4-methylpiperazin-1-yl)benzamide FC1=C(C(=CC(=C1)CN1CCCC1)F)C=1C=C2C(=CN1)NN=C2C2=C(C(=O)N)C=CC(=C2)N2CCN(CC2)C